(3S)-pyrrolidin-3-yl-N-methylcarbamate hydrochloride Cl.N1C[C@H](CC1)OC(NC)=O